ClC1=CC(=C(C=C1)N1C(N2[C@@H](CN(CC2)C=2C(=NC(=CC2)C=2C(=NC=CC2)OCC)C(=O)NCCC2=NC=CC=C2)C1)=O)C(F)(F)F 3-[(8aS)-2-[4-chloro-2-(trifluoromethyl)phenyl]-3-oxo-5,6,8,8a-tetrahydro-1H-imidazo[1,5-a]pyrazin-7-yl]-6-(2-ethoxypyridin-3-yl)-N-(2-pyridin-2-ylethyl)pyridine-2-carboxamide